BrC1=NC(=CC=C1)C1=NNN=C1 2-bromo-6-(2H-triazol-4-yl)pyridine